COC1=C(CN(S(=O)(=O)C=2C(=C(C=CC2)NC(=O)C=2C(=NC3=CC=CC=C3C2)N2CCC(CCC2)(F)F)C)CC2=C(C=C(C=C2)OC)OC)C=CC(=C1)OC N-(3-(N,N-bis(2,4-dimethoxybenzyl)sulfamoyl)-2-methylphenyl)-2-(4,4-difluoroazepan-1-yl)quinoline-3-carboxamide